(9H-Fluoren-9-Yl)Methyl (7-(Cyclohexyl(2-(Methylamino)-Ethoxy)Amino)-7-Oxoheptyl)Carbamate C1(CCCCC1)N(C(CCCCCCNC(OCC1C2=CC=CC=C2C=2C=CC=CC12)=O)=O)OCCNC